O[C@H]1[C@@H](O[C@]([C@H]1O)(CO[Si](C(C)C)(C(C)C)C(C)C)CO)N1C=2N=C(NC(C2N=C1)=O)NC(C(C)C)=O N-[9-[(2R,3R,4S,5S)-3,4-dihydroxy-5-(hydroxymethyl)-5-(triisopropylsilyloxymethyl)-tetrahydrofuran-2-yl]-6-oxo-1H-purin-2-yl]-2-methyl-propanamide